3,3'-oxydipropanenitrile O(CCC#N)CCC#N